FC=1C=C(C=CC1N1CC(CC1)OC(F)(F)F)C=1N=C(SC1C)N 4-(3-fluoro-4-(3-(trifluoromethoxy)pyrrolidin-1-yl)phenyl)-5-methylthiazol-2-amine